ClC=1C=C2C(C(=CN(C2=CC1N1[C@H](CCC1)COC1=NC(=CC=C1Cl)Cl)C=1C=NC(=CC1)NCCCO)C(=O)OCC)=O ethyl 6-chloro-7-[(2R)-2-[[(3,6-dichloropyridin-2-yl)oxy]methyl]pyrrolidin-1-yl]-1-[6-[(3-hydroxypropyl)amino]pyridin-3-yl]-4-oxoquinoline-3-carboxylate